3-fluoro-N-(5-(2-((4-methoxybenzyl)amino)-2-oxoethyl)-1H-pyrazol-3-yl)-5-(trifluoromethyl)benzamide FC=1C=C(C(=O)NC2=NNC(=C2)CC(=O)NCC2=CC=C(C=C2)OC)C=C(C1)C(F)(F)F